1,2-bis(methyldichlorostannyl)ethane C[Sn](CC[Sn](Cl)(Cl)C)(Cl)Cl